The molecule is a organosulfate oxoanion and monocarboxylic acid anion that results from the removal of a proton from both the carboxy group and the sulfate group of 4-deoxy-Delta(4)-beta-D-GlcpA2S-(1->3)-beta-D-GalpNAc. The major species at pH 7.3. It is a monocarboxylic acid anion, an organosulfate oxoanion and a carbohydrate acid derivative anion. It is a conjugate base of a 4-deoxy-Delta(4)-beta-D-GlcpA2S-(1->3)-beta-D-GalpNAc. CC(=O)N[C@@H]1[C@H]([C@H]([C@H](O[C@H]1O)CO)O)O[C@H]2[C@@H]([C@H](C=C(O2)C(=O)[O-])O)OS(=O)(=O)[O-]